C(C)(C)(C)C1=CC=CC2=C(C3=C(C=CC=C3C(=C12)OC(=O)C1C(CC=CC1)C(=O)O)C(C)(C)C)OC(=O)C1C(CC=CC1)C(=O)O 1,5-bis(tert-butyl)-9,10-bis[2-carboxy(4-cyclohexenyl)]carbonyloxyanthracene